phosphostrontium P(=O)(=O)[Sr]